C(C(O)C1=CC=CC=C1)(=O)OCC1=CC=CC=C1 (-)-benzyl mandelate